NC=1C=CC=C2C(=NN(C12)C)[C@@]1(C(NC(CC1)=O)=O)C |r| rac-(3R)-3-(7-amino-1-methyl-indazol-3-yl)-3-methyl-piperidine-2,6-dione